ethyl 5-(N-(4-chloro-2-((2-chloro-N-((3-methylthiophene-2-yl) methyl) benzoylamino) methyl) phenyl)-N-ethylsulfamoyl)-3-methylbenzofuran-2-carboxylate ClC1=CC(=C(C=C1)N(S(=O)(=O)C=1C=CC2=C(C(=C(O2)C(=O)OCC)C)C1)CC)CN(CC=1SC=CC1C)C(C1=C(C=CC=C1)Cl)=O